2-((3-amino-6-(4-(2-fluoro-5-methoxyphenylsulfonylamino)phenyl)-1H-indazol-4-yl)oxy)acetic acid NC1=NNC2=CC(=CC(=C12)OCC(=O)O)C1=CC=C(C=C1)NS(=O)(=O)C1=C(C=CC(=C1)OC)F